FC1=C(C=CC(=C1)F)N1N=CC=2C1=NC(=NC2O)C2(CC2)O 1-(2,4-difluorophenyl)-6-(1-hydroxycyclopropyl)pyrazolo[3,4-d]pyrimidin-4-ol